ClC1=C(C=CC=C1C1=NC=CC(=C1Cl)C1=NC(=C(C=C1)CNCC1NC(CC1)=O)OC)NC1=NC=CC(=C1F)CNCCC(=O)O 3-(((2-((2-chloro-3-(3'-chloro-6-methoxy-5-((((5-oxopyrrolidin-2-yl)methyl)amino)methyl)-[2,4'-bipyridin]-2'-yl)phenyl)amino)-3-fluoropyridin-4-yl)methyl)amino)propanoic acid